1-Methyl-7-phenoxyisoquinoline-3-carboxylic acid methyl ester COC(=O)C=1N=C(C2=CC(=CC=C2C1)OC1=CC=CC=C1)C